FC(C1=CC=C(C=C1)N=C=O)(F)F 4-trifluoromethylphenyl isocyanate